(R)-N-(1-(2-fluoro-3-(trifluoromethyl)phenyl)ethyl)-2-methyl-6-(piperidin-1-yl)pyrido[3,4-d]pyrimidin-4-amine FC1=C(C=CC=C1C(F)(F)F)[C@@H](C)NC=1C2=C(N=C(N1)C)C=NC(=C2)N2CCCCC2